(Z)-N-(3-((2-methoxyethyl)amino)-3-((2-methoxyethyl)imino)propyl)-1-methyl-4-(1-methyl-4-nitro-1H-pyrrole-2-carboxamido)-1H-pyrrole-2-carboxamide COCCN\C(\CCNC(=O)C=1N(C=C(C1)NC(=O)C=1N(C=C(C1)[N+](=O)[O-])C)C)=N/CCOC